3-Bromo-1-(2-(3-cyanophenyl)-2-oxoethyl)-1H-1,2,4-triazole-5-carboxylic acid methyl ester COC(=O)C1=NC(=NN1CC(=O)C1=CC(=CC=C1)C#N)Br